6,7-dimethoxy-9-(4-morpholinophenyl)naphtho[2,3-c]furan-1(3H)-one COC1=CC2=CC3=C(C(OC3)=O)C(=C2C=C1OC)C1=CC=C(C=C1)N1CCOCC1